methyl (1R,3R,3aS,6aS)-3-(4-fluorophenyl)-4,6-dioxo-3a,5-diphenyloctahydropyrrolo[3,4-c]pyrrole-1-carboxylate FC1=CC=C(C=C1)[C@H]1N[C@H]([C@H]2C(N(C([C@]21C2=CC=CC=C2)=O)C2=CC=CC=C2)=O)C(=O)OC